C1(CC1)C=1C=C(OC=2C(=C3C(=NC2)C=CC(O3)(C)C)C(=O)NCC(F)C3=C(C=C(C=C3)Cl)Cl)C=CC1 7-(3-cyclopropylphenoxy)-N-[2-(2,4-dichlorophenyl)-2-fluoro-ethyl]-2,2-dimethyl-pyrano[3,2-b]pyridine-8-carboxamide